FC(C=1C(=C(C=CC1)C(C)NC1=CN=NC2=CC=C(C=C12)C1=CC=NCC1)F)F 4-(4-(1-(3-(difluoromethyl)-2-fluorophenyl)ethylamino)cinnolin-6-yl)-5,6-dihydropyridine